2-(5-(6-chloro-7-fluoro-3-(1H-imidazol-1-yl)-5-methoxy-1-methyl-1H-indol-2-yl)-1H-1,2,4-triazol-3-yl)-2,2-difluoroethan-1-ol ClC1=C(C=C2C(=C(N(C2=C1F)C)C1=NC(=NN1)C(CO)(F)F)N1C=NC=C1)OC